C(C)(CC)C1C(NC2=C(CN1C(=O)N1CCC(CC1)O)C=CC=C2)=O 3-(sec-butyl)-4-(4-hydroxypiperidine-1-carbonyl)-1,3,4,5-tetrahydro-2H-benzo[1,4]diazepin-2-one